tert-Butyl 4-[4-[2-[2-[(4-methylthieno[3,2-b]pyrrole-5-carbonyl)amino]phenyl]ethyl]phenoxy]piperidine-1-carboxylate CN1C2=C(C=C1C(=O)NC1=C(C=CC=C1)CCC1=CC=C(OC3CCN(CC3)C(=O)OC(C)(C)C)C=C1)SC=C2